1,3-divinyl-1,3-diphenyl-dimethyl-disiloxane C(=C)[Si](O[Si](C1=CC=CC=C1)(C=C)C)(C1=CC=CC=C1)C